Methylthiazolinyldiphenyl-tetrazolium bromide [Br-].CC=1C(=C(C=CC1)[N+]=1NN=NC1C1=CC=CC=C1)C=1SCCN1